C1(CCC1)CN1N=CC=2N=C(N=C(C21)N[C@H](C)C=2C=NC1=CC=CC=C1C2)N2CCN(CC2)C(C)=O 1-{4-[1-cyclobutylmethyl-7-((R)-1-quinolin-3-yl-ethylamino)-1H-pyrazolo[4,3-d]pyrimidin-5-yl]-piperazin-1-yl}-ethanone